N-[2-methyl-5-[[2-[(2S)-2-methylpyrrolidin-1-yl]acetyl]amino]-3-pyridyl]-6-(3-sulfamoylphenyl)triazolo[1,5-a]pyridine-3-carboxamide CC1=NC=C(C=C1NC(=O)C=1N=NN2C1C=CC(=C2)C2=CC(=CC=C2)S(N)(=O)=O)NC(CN2[C@H](CCC2)C)=O